5-amino-2-[(2,5-dimethyloxazol-4-yl)methyl]-8-(2,6-dimethyl-1-oxo-pyridin-1-ium-4-yl)-7-(4-fluorophenyl)-[1,2,4]triazolo[4,3-c]pyrimidin-3-one NC1=NC(=C(C=2N1C(N(N2)CC=2N=C(OC2C)C)=O)C2=CC([N+](C(=C2)C)=O)C)C2=CC=C(C=C2)F